2-[2H-benzotriazol-2-yl]-6-dodecyl-4-methylphenol N=1N(N=C2C1C=CC=C2)C2=C(C(=CC(=C2)C)CCCCCCCCCCCC)O